4-((2r,4r)-4-(cyclopropylmethoxy)-1-(6-methoxy-8-methyl-4,5-dihydro-1H-pyrano[2,3,4-cd]indol-5-yl)piperidin-2-yl)benzoic acid C1(CC1)CO[C@H]1C[C@@H](N(CC1)C1COC2=CNC=3C(=CC(=C1C23)OC)C)C2=CC=C(C(=O)O)C=C2